F[C@H](CNC(CCCC=1N=C(N(C1)C1=CC=CC=C1)NC(C1=CC(=CC=C1)C=1C=NN(C1)C)=O)=O)C(C)(C)O (R)-N-(4-(4-((2-fluoro-3-hydroxy-3-methylbutyl)amino)-4-oxobutyl)-1-phenyl-1H-imidazol-2-yl)-3-(1-methyl-1H-pyrazol-4-yl)benzamide